tert-butyl (2-methyl-2-(3-((2-((4-(2-methyl-1-oxo-1,2-dihydroisoquinolin-7-yl)thiazol-2-yl)amino)-2-oxoethyl)carbamoyl)phenyl)propyl)carbamate CC(CNC(OC(C)(C)C)=O)(C)C1=CC(=CC=C1)C(NCC(=O)NC=1SC=C(N1)C1=CC=C2C=CN(C(C2=C1)=O)C)=O